[N+](=O)(O)[O-].NN Hydrazine Nitrate